potassium borate, hydrate O.B([O-])([O-])[O-].[K+].[K+].[K+]